OC1=NNC=N1 3-hydroxy-1H-1,2,4-triazole